O=C1NC(CCC1N1C(C2=CC=C(C=C2C1=O)NCC(=O)OC(C)(C)C)=O)=O tert-butyl 2-[[2-(2,6-dioxo-3-piperidyl)-1,3-dioxo-isoindolin-5-yl]amino]acetate